C(CCCCC(C)C)C=1C=CSC1 4-isooctylthiophene